7-(6-nitropyridin-3-yl)-2,7-diazaspiro[3.5]Nonane hydrochloride Cl.[N+](=O)([O-])C1=CC=C(C=N1)N1CCC2(CNC2)CC1